C(CCC)C1=C(C(=CC=C1C)CCCC)O 2,6-di-n-butyl-3-methylphenol